6-((8,8-bis(((Z)-oct-5-en-1-yl)oxy)octyl)(2-hydroxyethyl)amino)hexyl 4,4-bis(hexyloxy)butanoate C(CCCCC)OC(CCC(=O)OCCCCCCN(CCO)CCCCCCCC(OCCCC\C=C/CC)OCCCC\C=C/CC)OCCCCCC